N-(7-(4-((2,6-diazaspiro[3.3]heptan-2-yl)methyl)-2-fluorophenyl)quinolin-4-yl)benzo[d]thiazol-5-amine C1N(CC12CNC2)CC2=CC(=C(C=C2)C2=CC=C1C(=CC=NC1=C2)NC=2C=CC1=C(N=CS1)C2)F